8-(3,4-dimethoxyphenyl)-2,7-dimethyl-N-[(1-methyl-1H-pyrazol-3-yl)methyl]pyrazolo[1,5-a][1,3,5]triazin-4-amine COC=1C=C(C=CC1OC)C=1C(=NN2C1N=C(N=C2NCC2=NN(C=C2)C)C)C